O=C1N(C2=C(OC1)C=CC(=C2)C2=C(C(=C(C(=C2F)F)F)F)F)[C@@H](C(=O)OC)C methyl (R)-2-(3-oxo-6-(perfluorophenyl)-2,3-dihydro-4H-benzo[b][1,4]oxazin-4-yl)propanoate